C(C1=CC=CC=C1)NCCN(C)C benzyl-N,N-dimethylethylenediamine